N-[(1S)-2-[4-(3,5-dimethyl-1H-pyrazol-4-yl)-3-hydroxy-anilino]-1-[(1R)-7-(1-isopropyl-6-oxo-3-pyridyl)tetralin-1-yl]-2-oxo-ethyl]-2-methyl-pyrazole-3-carboxamide CC1=NNC(=C1C1=C(C=C(NC([C@H]([C@@H]2CCCC3=CC=C(C=C23)C2=CN(C(C=C2)=O)C(C)C)NC(=O)C=2N(N=CC2)C)=O)C=C1)O)C